OC1=CC=C(C(=O)NNS(=O)(=O)C2=CC=C(C(=O)N)C=C2)C=C1 4-((2-(4-hydroxybenzoyl)hydrazino)sulfonyl)benzamide